C(COCC(=O)[O-])(=O)[O-].[B+3].C(COCC(=O)[O-])(=O)[O-].C(COCC(=O)[O-])(=O)[O-].[B+3] boron diglycolate